6-chloro-3-fluoro-1H-pyrazolo[3,4-b]pyrazine ClC1=CN=C2C(=N1)NN=C2F